1-(m-acetamidophenyl)-5-mercaptotetrazole C(C)(=O)NC=1C=C(C=CC1)N1N=NN=C1S